2-acryloyloxyethansulfonic acid C(C=C)(=O)OCCS(=O)(=O)O